6-Bromo-N-(1-methylpiperidin-4-yl)-2-[4-(4-pyridin-4-ylpiperazin-1-yl)phenyl]-3H-imidazo[4,5-b]pyridin-7-amine BrC=1C(=C2C(=NC1)NC(=N2)C2=CC=C(C=C2)N2CCN(CC2)C2=CC=NC=C2)NC2CCN(CC2)C